N1=NC=C2N1CCC(C2)C(=O)O 4,5,6,7-tetrahydro-[1,2,3]triazolo[1,5-a]pyridine-5-carboxylic acid